6-chloro-1-((1-(methoxymethyl)cyclopropyl)methyl)-1H-indazol-5-amine ClC1=C(C=C2C=NN(C2=C1)CC1(CC1)COC)N